Methylenether C=O